(R)-((5,5-Difluoro-1-(3-fluoro-6-((4-(trifluoromethoxy)pyridin-2-yl)amino)pyridinyl)piperidine-2-yl)methyl)carbamate FC1(CC[C@@H](N(C1)C1=NC(=CC=C1F)NC1=NC=CC(=C1)OC(F)(F)F)CNC([O-])=O)F